ClC1=C(C=C(C=C1)[C@H](CN[C@@H]([C@H]1CNC2=C(N1)N=CC=C2)C2=CC=CC=C2)C)C(C(=O)O)(C)C |o1:7| 2-(2-chloro-5-((R or S)-1-(((R)-phenyl((R)-1,2,3,4-tetrahydropyrido[2,3-b]pyrazin-3-yl)methyl)amino)propan-2-yl)phenyl)-2-methylpropanoic acid